N1(CCCCC1)C1=CC(=NC2=CC=CC=C12)C1=NC=CC=C1 4-piperidin-1-yl-2-pyridin-2-yl-quinoline